5,6-bis(2'-hydroxyethyl)bicyclo[2.2.1]hept-2-ene OCCC1C2C=CC(C1CCO)C2